FC=1C(=CC(=NC1)OC)C1=CC(=NN1COCC[Si](C)(C)C)C(=O)OC Methyl 5-(5-fluoro-2-methoxypyridin-4-yl)-1-((2-(trimethylsilyl) ethoxy) methyl)-1H-pyrazole-3-carboxylate